N(=O)N1C2CCCC1CCC2 9-Nitroso-9-azabicyclo[3.3.1]nonane